2-(5-methoxypyrazolo[1,5-a]pyridin-3-yl)-N,N-dimethylethan-1-amine COC1=CC=2N(C=C1)N=CC2CCN(C)C